C(C(C)C)OC(=S)SC(=S)OCC(C)C di(isobutoxy thiocarbonyl) sulfide